N1C=CC2=CC(=CC=C12)OC1=C(C(=O)NS(=O)(=O)C2=CC(=C(C=C2)NC[C@H]2COCCC2)[N+](=O)[O-])C=CC=C1 2-(1H-indol-5-yloxy)-N-[(3-nitro-4-{[(3S)-tetrahydro-2H-pyran-3-ylmethyl]amino}phenyl)sulfonyl]benzamide